4-[(8-bromoimidazo[1,2-a]pyridin-3-yl)methyl]-6-hydroxy-5-oxo-4,5-dihydrothieno[3,2-b]pyridine-7-carboxylic acid BrC=1C=2N(C=CC1)C(=CN2)CN2C1=C(C(=C(C2=O)O)C(=O)O)SC=C1